2-(1-(3-chlorophenyl)cyclopropyl)-6-(2-hydroxy-2-(3'-(trifluoromethoxy)-[1,1'-biphenyl]-3-yl)acetyl)-3,5,6,7,8,9-hexahydro-4H-pyrimido[5,4-c]azepin-4-one ClC=1C=C(C=CC1)C1(CC1)C=1NC(C=2CN(CCCC2N1)C(C(C=1C=C(C=CC1)C1=CC(=CC=C1)OC(F)(F)F)O)=O)=O